6-(5,5-dimethylcyclohexen-1-yl)-3-methyl-2,3,4,5-tetrahydropyridine CC1(CCC=C(C1)C=1CCC(CN1)C)C